ClC1=C(C(=O)NC2CC(C2)NC(=O)C2CCNCC2)C=CC(=C1)NC(=O)C=1N(C(=CN1)C1=C(C(=C(C=C1)OC)F)F)C N-[3-[[2-chloro-4-[[5-(2,3-difluoro-4-methoxy-phenyl)-1-methyl-imidazole-2-carbonyl]amino]benzoyl]amino]cyclobutyl]piperidine-4-carboxamide